racemic-(3S,5S)-5-(2-aminothiazol-5-yl)tetrahydrofuran-3-yl (1-methylcyclopropyl)carbamate CC1(CC1)NC(O[C@@H]1CO[C@@H](C1)C1=CN=C(S1)N)=O |r|